(1R,9S)-9-ethyl-5-fluoro-9-hydroxy-1-((S)-3-hydroxypyrrolidin-1-yl)-1,4-dimethyl-2,3,12,15-tetrahydrobenzo[de]pyrano[3',4':6,7]indolizino[1,2-b]quinoline-10,13(1H,9H)-dione C(C)[C@]1(C(OCC=2C(N3CC=4C(=NC=5C=C(C(=C6C5C4[C@](CC6)(C)N6C[C@H](CC6)O)C)F)C3=CC21)=O)=O)O